N=1C=CN2C1C(=CC=C2)S(=O)(=O)NC2=C(C=CC=C2)C#CC=2C=CC(=NC2)C(=O)O 5-[2-(Imidazo[1,2-a]pyridine-8-sulfonyl-amino)-phenylethynyl]-pyridine-2-carboxylic acid